C(C)C1=NC(=NN1)CCCCC1=NNC(=N1)CC 3,3'-Tetramethylenebis(5-ethyl-1,2,4-triazole)